N,N-dimethyl-2-(1-oxa-6-azaspiro[2.5]octan-6-yl)acetamide CN(C(CN1CCC2(CO2)CC1)=O)C